OCC=1N=C(N(C1)C=1C=CC=2N(C1)C(=CN2)C#N)C2=NC(=CC=C2)C 6-(4-(hydroxymethyl)-2-(6-methylpyridin-2-yl)-1H-imidazol-1-yl)imidazo[1,2-a]Pyridine-3-carbonitrile